O=C1NC(CCC1N1C(C2=C3C(C(=CC=C13)NC1CCN(CC1)C(=O)OC(C)(C)C)=CC=C2)=O)=O tert-butyl 4-[[1-(2,6-dioxo-3-piperidyl)-2-oxo-benzo[cd]indol-6-yl]amino]piperidine-1-carboxylate